N-(5-(1-isopropyl-1H-pyrazol-3-yl)-4-((3-(methylsulfonyl)-5-(trifluoromethyl)phenyl)amino)pyridin-2-yl)acetamide C(C)(C)N1N=C(C=C1)C=1C(=CC(=NC1)NC(C)=O)NC1=CC(=CC(=C1)C(F)(F)F)S(=O)(=O)C